4-((1,10-phenanthroline-2-yl)amino)isophthalonitrile N1=C(C=CC2=CC=C3C=CC=NC3=C12)NC1=C(C=C(C#N)C=C1)C#N